C1(CC1)C1=NC=NC(=C1C1=NN2C(N(C(CC2)=O)CC2=CC=C(C=C2)C=2N(C=C(N2)C(F)(F)F)C)=C1C)OC 2-(4-cyclopropyl-6-methoxypyrimidin-5-yl)-3-methyl-4-(4-(1-methyl-(trifluoromethyl)-1H-imidazol-2-yl)benzyl)-6,7-dihydropyrazolO[1,5-a]pyrimidin-5(4H)-one